di-hydroxyacetone OC(C(C)=O)O